[O-][N+]1=CC(=CC=C1)NC(=O)C=1C=NC(=CC1OC1=CC=C(C=C1)OC(F)(F)F)C(F)(F)F N-(1-oxidopyridin-1-ium-3-yl)-4-[4-(trifluoromethoxy)phenoxy]-6-(trifluoromethyl)pyridine-3-carboxamide